N[C@H]([13C](=O)O)CCC#N (S)-2-Amino-4-cyano(13C)-butyric acid